(3-(methoxy(methyl)amino)-3-oxopropyl)-3,4-dihydro-1,8-naphthyridine-1(2H)-carboxylic acid CON(C(CCC1N(C2=NC=CC=C2CC1)C(=O)O)=O)C